COC1=CC(=C(C2=C1C(\C(\O2)=C/C2=CC=CC1=CC=CC=C21)=O)C=2CCN(CC2)C)OC (E)-4,6-dimethoxy-7-(1-methyl-1,2,3,6-tetrahydropyridin-4-yl)-2-(naphthalen-1-ylmethylene)benzofuran-3(2H)-one